N-[(1r,4r)-4-hydroxy-4-(trifluoromethyl)cyclohexyl]Piperidine-4-carboxamide methyl-(Z)-2-[5-(2-cyclopropylcyclopropyl)-2-methyl-phenoxy]-3-methoxy-prop-2-enoate COC(/C(=C/OC)/OC1=C(C=CC(=C1)C1C(C1)C1CC1)C)=O.OC1(CCC(CC1)NC(=O)C1CCNCC1)C(F)(F)F